tert-butyl 6-[8-(1,3-benzothiazol-2-ylcarbamoyl)-3,4-dihydro-1H-isoquinolin-2-yl]-3-[1-(14-methoxy-14-oxo-tetradecyl)-3,5-dimethyl-pyrazol-4-yl]pyridine-2-carboxylate S1C(=NC2=C1C=CC=C2)NC(=O)C=2C=CC=C1CCN(CC21)C2=CC=C(C(=N2)C(=O)OC(C)(C)C)C=2C(=NN(C2C)CCCCCCCCCCCCCC(=O)OC)C